(R)-β-methylphenylethylamine hydrochloride Cl.C[C@@H](CN)C1=CC=CC=C1